FC(C1=CC=C(C(=O)NC2=CN(C(C=C2)=O)C2=CC=CC=C2)C=C1)(F)F 4-trifluoromethyl-N-(6-oxo-1-phenyl-1,6-dihydropyridin-3-yl)benzamide